5-(hydroxymethyl)picolinic acid amide OCC=1C=CC(=NC1)C(=O)N